6-(3-hydroxyazepin-1-yl)-1H-benzo[d]imidazole-5-carbonitrile OC1=CN(C=CC=C1)C=1C(=CC2=C(NC=N2)C1)C#N